2,4-dicyclohexylaniline C1(CCCCC1)C1=C(N)C=CC(=C1)C1CCCCC1